3-(7-(6-(1-cyanocyclobutyl)pyridin-3-yl)-1-ethyl-2-oxo-1,2-dihydropyrido[4,3-d]pyrimidin-3(4H)-yl)-2-fluoro-5-methoxy-N-methylbenzamide C(#N)C1(CCC1)C1=CC=C(C=N1)C1=CC=2N(C(N(CC2C=N1)C=1C(=C(C(=O)NC)C=C(C1)OC)F)=O)CC